C1(=CC=CC=C1)S(=O)(=O)N1C2=CN=C3C4=C(C=CC=C4OCCCOC4=C(C=CC(C(=N1)C2=C3)=C4)N4CCOCC4)F 22-(benzenesulfonyl)-16-fluoro-5-(morpholin-4-yl)-7,11-dioxa-19,22,23-triazapentacyclo[16.5.2.12,6.012,17.021,24]hexacosa-1(23),2(26),3,5,12,14,16,18,20,24-decaene